CC1=CC=C(N1)C(=O)O[C@@H]1[C@H](C(OC([C@@H]1O)O)(C)C)OC (3R,4S,5R)-5,6-Dihydroxy-3-methoxy-2,2-dimethyltetrahydro-2H-pyran-4-yl 5-methyl-1H-pyrrole-2-carboxylate